OC1=C(C=CC=C1)C1=CC2=C(NC=3CCC(CC23)C(=O)OC(C)(C)C)N=N1 tert-butyl 3-(2-hydroxyphenyl)-6,7,8,9-tetrahydro-5H-pyridazino[3,4-b]indole-6-carboxylate